BrC1=C(C=O)C(=CN=C1)Br 3,5-dibromoisonicotinaldehyde